COC=1C=C(C=CC1C)NC(=O)C1CCC(CC1)N1C(NC2=CC(=CC(=C2C1)C)C(=O)O)=O 3-((1s,4s)-4-(3-methoxy-4-methylphenylcarbamoyl)cyclohexyl)-5-methyl-2-oxo-1,2,3,4-tetrahydroquinazoline-7-carboxylic acid